(tert-butyl 2-((6-amino-9-(3-((hydroxy (methoxy) phosphoryl) methyl) benzyl)-8-methoxy-9H-purin-2-yl) oxy) ethyl) carbamate C(N)(OCC(OC1=NC(=C2N=C(N(C2=N1)CC1=CC(=CC=C1)CP(=O)(OC)O)OC)N)C(C)(C)C)=O